hydroxycyclobutanone OC1C(CC1)=O